dimethyl sulfomaleinate S(=O)(=O)(O)/C(/C(=O)OC)=C/C(=O)OC